(9H-fluoren-9-yl)methyl (5-(phosphonooxy)pentyl)carbamate P(=O)(O)(O)OCCCCCNC(OCC1C2=CC=CC=C2C=2C=CC=CC12)=O